tert-butyl (1S,4S)-5-{8-(benzyloxy)-6-cyclopropyl-2-(dodecyl sulfanyl)-7-[6-fluoro-5-methyl-1-(oxan-2-yl)-1H-indazol-4-yl] quinazolin-4-yl}-2,5-diazabicyclo[2.2.1]heptane-2-carboxylate C(C1=CC=CC=C1)OC=1C(=C(C=C2C(=NC(=NC12)SCCCCCCCCCCCC)N1[C@@H]2CN([C@H](C1)C2)C(=O)OC(C)(C)C)C2CC2)C2=C1C=NN(C1=CC(=C2C)F)C2OCCCC2